2-(4-methoxybenzyl)-6-(4-(methylthio)phenyl)pyridazin-3(2H)-one COC1=CC=C(CN2N=C(C=CC2=O)C2=CC=C(C=C2)SC)C=C1